ClC1=C2C(N(C(NC2=CC=C1)=O)CC(=O)N[C@@H](C)C1=C(C=C(C=C1)F)F)=O (S)-2-(5-chloro-2,4-dioxo-1,4-dihydroquinazolin-3(2H)-yl)-N-(1-(2,4-difluorophenyl)ethyl)acetamide